O=C1NC2(C(N1)=O)C(CCC2)CC2=C(C=CC(=C2F)S(=O)(=O)N)C2=CC=C(C=C2)F ((2,4-dioxo-1,3-diazaspiro[4.4]nonane-6-yl)methyl)-3,4'-difluoro-[1,1'-biphenyl]-4-sulfonamide